4-(6-cyano-5-fluoropyridin-2-yl)-N-((1R,4R)-4-hydroxy-4-(trifluoromethyl)cyclohexyl)-3-methylbenzenesulfonamide C(#N)C1=C(C=CC(=N1)C1=C(C=C(C=C1)S(=O)(=O)NC1CCC(CC1)(C(F)(F)F)O)C)F